N-(3-(3-(3-fluoro-4-((2-fluorobenzyl)oxy)phenyl)-2-oxo-2,3-dihydro-1H-imidazo[4,5-c]pyridin-1-yl)phenyl)acrylamide FC=1C=C(C=CC1OCC1=C(C=CC=C1)F)N1C(N(C2=C1C=NC=C2)C=2C=C(C=CC2)NC(C=C)=O)=O